(S)-4-(6-(6-oxa-2-azaspiro[3.4]octan-2-yl)-1H-pyrrolo[2,3-b]pyridine-3-yl)-N-(piperidin-3-yl)-5-(trifluoromethyl)pyrimidin-2-amine C1N(CC12COCC2)C2=CC=C1C(=N2)NC=C1C1=NC(=NC=C1C(F)(F)F)N[C@@H]1CNCCC1